N[C@H](C#N)C[C@H]1C(NC2=C(O1)C=CC(=C2)Cl)=O (S)-2-amino-3-((S)-6-chloro-3-oxo-3,4-dihydro-2H-benzo[b][1,4]oxazin-2-yl)propanenitrile